(E)-3-[4-[[5-(2-Hydroxyphenyl)-1,3,4-oxadiazol-2-yl]methoxy]-3-methoxyphenyl]-1-phenylprop-2-en-1-one OC1=C(C=CC=C1)C1=NN=C(O1)COC1=C(C=C(C=C1)/C=C/C(=O)C1=CC=CC=C1)OC